6-Amino-2-dimethylphosphoryl-9-[[6-(2-pyrrolidin-1-ylethylamino)-3-pyridyl]methyl]-7H-purin-8-one NC1=C2NC(N(C2=NC(=N1)P(=O)(C)C)CC=1C=NC(=CC1)NCCN1CCCC1)=O